FC(COC1=CC(=CN=N1)CNC(=O)NC1CC(C1)C(F)(F)F)(F)F 1-[[6-(2,2,2-trifluoroethoxy)pyridazin-4-yl]methyl]-3-[(1r,3r)-3-(trifluoro-methyl)cyclobutyl]urea